ClC=1C=C(C=C(C1)Cl)C1(COC1)N1CCC(CC1)(C(=O)O)CC1=NC(=CC=C1F)NC1=NNC(=C1)C 1-(3-(3,5-dichlorophenyl)oxetan-3-yl)-4-((3-fluoro-6-((5-methyl-1H-pyrazol-3-yl)amino)pyridin-2-yl)methyl)piperidine-4-carboxylic acid